OC(=O)C(F)(F)F.OC(=O)C(F)(F)F.FC(C=1C=CC(=NC1)NC1=NC(=C(C(=C1)N1CCNCC1)F)N1CCOCC1)F N-(5-(difluoromethyl)pyridin-2-yl)-5-fluoro-6-morpholino-4-(piperazin-1-yl)pyridin-2-amine di-TFA salt